nickel trifluoroacetyl-acetone nickel [Ni].FC(C(=O)CC(C)=O)(F)F.[Ni]